11-dodecyn-1-ol acetate C(C)(=O)OCCCCCCCCCCC#C